NC=1C(=NC(=C(N1)C1=CC=CC=C1)CCC=C)C#N 3-amino-6-(but-3-en-1-yl)-5-phenylpyrazine-2-carbonitrile